P(=O)(O)(O)O.NCC(=O)O.NCC(=O)O.NCC(=O)O triglycine phosphate